CC(CCO)(C)O (3,3-dimethyl)trimethylene glycol